C1(CCCCC1)CS(=O)(=O)NC1=NOC2=C1C(=CC(=C2)CN2N=C1C(=C2)CN(C1)C(C#CCN(C)C)=O)OC 1-cyclohexyl-N-(6-((5-(4-(dimethylamino)but-2-ynoyl)-5,6-dihydropyrrolo[3,4-c]pyrazol-2(4H)-yl)methyl)-4-methoxybenzo[d]isoxazol-3-yl)methanesulfonamide